7-(2-Isopropylpyrazolo[1,5-a]pyridin-5-yl)imidazo[2,1-f][1,2,4]triazin-4-amine trifluoroacetate salt FC(C(=O)O)(F)F.C(C)(C)C1=NN2C(C=C(C=C2)C2=CN=C3C(=NC=NN32)N)=C1